C(#N)C=1C=C(C=CC1)CN1N=C(C(=C1)F)C(=O)N[C@@H]1C(N(C2=C(OC1)C=CC=N2)C)=O (S)-1-(3-cyanophenylmethyl)-4-fluoro-N-(5-methyl-4-oxo-2,3,4,5-tetrahydropyrido[3,2-b][1,4]oxazepin-3-yl)-1H-pyrazole-3-carboxamide